3-(2-(1H-pyrazolo[4,3-b]pyridin-3-yl)pyridin-4-yl)-5-(trifluoromethyl)-1,2,4-oxadiazole N1N=C(C2=NC=CC=C21)C2=NC=CC(=C2)C2=NOC(=N2)C(F)(F)F